BrC=1C=CC2=C(C(=N[C@@H](CN2)C)C2=C(C=CC=C2)F)C1Cl |r| (rac)-7-bromo-6-chloro-5-(2-fluorophenyl)-3-methyl-1,3-dihydro-1,4-benzodiazepine